beta-Mercapto-alpha-methyl-N-acryloyl-(S)-proline SC1[C@@](N(CC1)C(C=C)=O)(C(=O)O)C